P,P-Diphenyl-N-(4-(trifluoromethoxy)phenyl)phosphinothioic amide C1(=CC=CC=C1)P(NC1=CC=C(C=C1)OC(F)(F)F)(=S)C1=CC=CC=C1